arsenic-antimony-tellurium [Te].[Sb].[As]